N1=CC=CC2=CC(=CC=C12)C[C@H](N)C(=O)O 3-(6-quinolyl)alanine